C(C=C)OC(CC(C1=CC=CC=C1)C1=CC=CC=C1)=O 3,3-diphenylpropionic acid allyl ester